ClC=1C=C(C=CC1F)[C@H]1CC[C@H]2N(CCN(C2)C(=O)C2=C(C(=CC=C2)OC)Cl)C1 [(7R,9aR)-7-(3-chloro-4-fluorophenyl)-1,3,4,6,7,8,9,9a-octahydropyrido[1,2-a]pyrazin-2-yl]-(2-chloro-3-methoxyphenyl)methanone